2-(2-fluorobenzyl)-6-(4-methoxyphenyl)pyridazin-3(2H)-one FC1=C(CN2N=C(C=CC2=O)C2=CC=C(C=C2)OC)C=CC=C1